OCCN(C(C=O)(C=O)CO)CCO 2-(bis(2-hydroxyethyl)amino)-2-(hydroxymethyl)propane-1,3-dial